4,4-Difluoro-N-{4-[5-fluoro-7-(4-methylpiperazin-1-yl)-3-(pyridin-2-yl)-1H-pyrrolo[3,2-b]pyridin-2-yl]pyridin-2-yl}-2-(4-fluorophenyl)butanamid FC(CC(C(=O)NC1=NC=CC(=C1)C1=C(C2=NC(=CC(=C2N1)N1CCN(CC1)C)F)C1=NC=CC=C1)C1=CC=C(C=C1)F)F